C(C)(=O)O.C(C)(=O)O.C(C)(=O)O.C(C)(=O)O.C(CCC(CCC(CCC(CC)N)N)N)N dodecane-1,4,7,10-tetramine tetraacetate